4-(4-((4-(4-((2,9-diamino-10-oxo-10H-chromeno[3,2-b]pyridin-3-yl)oxy)phenyl)piperazin-1-yl)methyl)piperidin-1-yl)-N-(2,6-dioxopiperidin-3-yl)-2-methoxybenzamide NC1=C(C=C2C(=N1)C(C=1C(=CC=CC1O2)N)=O)OC2=CC=C(C=C2)N2CCN(CC2)CC2CCN(CC2)C2=CC(=C(C(=O)NC1C(NC(CC1)=O)=O)C=C2)OC